6-((1S,2S)-2-(4-fluoro-1H-pyrazol-1-yl)cyclobutyl)-4-oxo-1-((S)-1-(6-(trifluoromethyl)pyridin-3-yl)ethyl)-4,5-dihydro-1H-pyrazolo[3,4-d]pyrimidine-3-carbonitrile FC=1C=NN(C1)[C@@H]1[C@H](CC1)C=1NC(C2=C(N1)N(N=C2C#N)[C@@H](C)C=2C=NC(=CC2)C(F)(F)F)=O